(2-((4-hydroxybenzyl)oxy)ethyl)carbamate OC1=CC=C(COCCNC([O-])=O)C=C1